(S)-(5-fluoro-7-(5-fluoro-2-((5-(piperazin-1-ylmethyl)pyridin-2-yl)amino)pyrimidin-4-yl)-2,3-dihydro-1H-benzo[d]pyrrolo[1,2-a]imidazol-1-yl)methanol FC1=CC(=CC2=C1N=C1N2[C@@H](CC1)CO)C1=NC(=NC=C1F)NC1=NC=C(C=C1)CN1CCNCC1